COC(CN1C(C2=CC=C(C(=C2C2(CC2)C1)F)C(F)(F)F)=O)=O 2-[5-fluoro-1-oxo-6-(trifluoromethyl)spiro[3H-isoquinolin-4,1'-cyclopropan]-2-yl]acetic acid methyl ester